Cl.O1C=CC=2C=NC=C(C21)N furo[3,2-c]pyridin-7-amine hydrochloride